5-ethylsulfonyl-N-methyl-6-[1-(2,2,3,3,3-pentafluoropropyl)pyrrolo[2,3-c]pyridin-5-yl]pyridin-2-amine C(C)S(=O)(=O)C=1C=CC(=NC1C=1C=C2C(=CN1)N(C=C2)CC(C(F)(F)F)(F)F)NC